4-chlorobenzyl (4-((3-methylisoxazole-4-carboxamido)meth-yl)phenyl)carbamate CC1=NOC=C1C(=O)NCC1=CC=C(C=C1)NC(OCC1=CC=C(C=C1)Cl)=O